N-(2-(1-acetyl-3,5-dimethylindolin-3-yl)ethyl)-N-methylacetamide C(C)(=O)N1CC(C2=CC(=CC=C12)C)(C)CCN(C(C)=O)C